2-((4-(6-((2,4-Difluorobenzyl)oxy)pyridin-2-yl)piperidin-1-yl)methyl)-4-(difluoromethoxy)-1-methyl-1H-benzo[d]imidazole-6-carboxylic acid FC1=C(COC2=CC=CC(=N2)C2CCN(CC2)CC2=NC3=C(N2C)C=C(C=C3OC(F)F)C(=O)O)C=CC(=C1)F